C(C)(C)(C)OC(=O)N1CC(C1)(O)CCC=1C=NC=C(C1)[C@](C1=CC=C(C=C1)C(C)C)(O)C1(CN(C1)C)C 3-(2-{5-[(R)-(1,3-Dimethyl-azetidin-3-yl)-hydroxy-(4-isopropyl-phenyl)-methyl]-pyridin-3-yl}-ethyl)-3-hydroxy-azetidine-1-carboxylic acid tert-butyl ester